IC1=C(C=2C(C3=C(C=C(C=C3C(C2C(=C1O)I)=O)C)O)=O)O 2,4-diiodo-1,3,8-trihydroxy-6-methyl-9,10-anthraquinone